N-[(2,6-dichlorophenyl)methyl]-1-(2,4-difluorophenyl)-5-oxopyrrolidine-3-carboxamid ClC1=C(C(=CC=C1)Cl)CNC(=O)C1CN(C(C1)=O)C1=C(C=C(C=C1)F)F